BrC1=CC=C(C=C1)C=1OC2=C(N1)C=C(C=C2)Cl 2-(4-bromophenyl)-5-chlorobenzo[d]oxazole